tellurium diundecylate C(CCCCCCCCCC)(=O)[O-].C(CCCCCCCCCC)(=O)[O-].[Te+2]